The molecule is a medium-chain primary fatty alcohol that is (E)-2-octene substituted by a hydroxy group at position 1. It has a role as a flavouring agent and a fragrance. It is an alkenyl alcohol, a medium-chain primary fatty alcohol and a primary allylic alcohol. CCCCC/C=C/CO